C(C1=CC=CC=C1)S(=O)(=O)C1=C2C(N3C(=NC2=CC(=C1)F)C(C1=CC=CC=C13)=O)=O (benzylsulfonyl)-3-fluoroindolo[2,1-b]quinazoline-6,12-dione